(E)-3-((cyclopropylmethyl)amino)-N-((1,2,3,5,6,7-hexahydro-s-indacen-4-yl)carbamoyl)prop-1-ene-1-sulfonamide C1(CC1)CNC/C=C/S(=O)(=O)NC(NC1=C2CCCC2=CC=2CCCC12)=O